N[C@H]1CN([C@H]2CN([C@@H]12)C1=CC=C(C=N1)C=1C=2N(C=C(C1)C=1C=NN(C1)C)N=CC2C#N)CC=2C=NC(=CC2)OC 4-(6-((1S,4S,5S)-4-amino-2-((6-methoxypyridin-3-yl)methyl)-2,6-diazabicyclo[3.2.0]heptan-6-yl)pyridin-3-yl)-6-(1-methyl-1H-pyrazol-4-yl)pyrazolo[1,5-a]pyridine-3-carbonitrile